5-(((3-exo)-8-(2-fluoroethyl)-8-azabicyclo[3.2.1]oct-3-yl)amino)-1,6-naphthyridine FCCN1C2CC(CC1CC2)NC2=C1C=CC=NC1=CC=N2